FC=1C=CC=C2C(=NC(NC12)(C)C)C=1C=NC2=C(C=CC=C2C1)C 8-fluoro-2,2-dimethyl-4-(8-methylquinolin-3-yl)quinazoline